COC=1C=C(C=CC1OC)C=1C=C2C=CC(=CN2C(C1)=O)C1=CCN(CC1)C(=O)OC(C)(C)C tert-butyl 4-(2-(3,4-dimethoxyphenyl)-4-oxo-4H-quinolizin-7-yl)-5,6-dihydropyridine-1(2H)-carboxylate